1-[2-(3-fluoro-1-bicyclo[1.1.1]pentanyl)-2-hydroxyethyl]-3-[[2-(2,2,2-trifluoro-ethoxy)pyridin-4-yl]methyl]urea FC12CC(C1)(C2)C(CNC(=O)NCC2=CC(=NC=C2)OCC(F)(F)F)O